COC(=O)C1(CCC2(C(CC3=C(C(=CC=C23)Cl)Cl)C[C@H](CO)C)CC1)NC1=CC(=CC=C1)Cl (1R,4R)-4',5'-dichloro-4-(3-chloroanilino)-2'-[(2R)-3-hydroxy-2-methylpropyl]-2',3'-dihydrospiro[cyclohexane-1,1'-indene]-4-carboxylic acid methyl ester